FC1=CC=CC=2C3CC[C@@]4(/C(/C[C@H](C4C3CCC12)CCC(=O)NC1=NC(=CC=C1)F)=N/O)C 3-((13S,15R,E)-4-fluoro-17-(hydroxyimino)-13-methyl-7,8,9,11,12,13,14,15,16,17-decahydro-6H-cyclopenta[a]phenanthren-15-yl)-N-(6-fluoropyridin-2-yl)propanamide